N-cyclopropyl-4-(2-[(5-fluoropyridin-2-yl)amino]-2-oxoethyl)-5,8-dioxo-6-(propan-2-yl)-5,6,7,8-tetrahydro-4H-pyrazolo[1,5-a]pyrrolo[3,4-d]pyrimidine C1(CC1)N1CC=C2N1C(C1=C(N2CC(=O)NC2=NC=C(C=C2)F)C(N(C1)C(C)C)=O)=O